BrC1=CC=2N(C=C1)N=C(C2)NC(OC(C)(C)C)=O tert-butyl (5-bromopyrazolo[1,5-a]pyridin-2-yl)carbamate